CNC1CC(C1)OC=1C=2N(C=C(N1)C=1C=NN(C1)C)N=CC2C N-methyl-3-((3-methyl-6-(1-methyl-1H-pyrazol-4-yl)pyrazolo[1,5-a]pyrazin-4-yl)oxy)cyclobutan-1-amine